benzyl N-[(1S)-1-cyano-2-[(6R)-5-oxo-4-azaspiro[2.4]heptan-6-yl]ethyl]carbamate C(#N)[C@H](C[C@H]1C(NC2(CC2)C1)=O)NC(OCC1=CC=CC=C1)=O